ClC1=CC(=NC(=C1)C(F)(F)F)[C@]1(CC(=NO1)C1=CC(=C(C(=O)N[C@@H]2C[C@H](C2)C(F)(F)F)C=C1)C)C(F)(F)F 4-((R)-5-(4-chloro-6-(trifluoromethyl)pyridin-2-yl)-5-(trifluoromethyl)-4,5-dihydroisoxazol-3-yl)-2-methyl-N-((trans)-3-(trifluoromethyl)cyclobutyl)benzamide